FC([C@@H](C1=CC=C(C=C1)F)N1N=CC(=C1)C1=C(C=CC(=N1)C1=CC=2N(C=C1)N=C(N2)N2C(=CC=C2C)C)C)(C)F (R)-7-(6-(1-(2,2-difluoro-1-(4-fluorophenyl)-propyl)-1H-pyrazol-4-yl)-5-methylpyridin-2-yl)-2-(2,5-dimethyl-1H-pyrrol-1-yl)-[1,2,4]-triazolo[1,5-a]pyridine